C(C)SC1=C(C=CC=C1)C(C(=O)N)C=C (2-(ethylsulfanyl)phenyl)but-3-enamide